N-((4-cyanothiophen-2-yl)methyl)-2-methylpropane-2-sulfinamide C(#N)C=1C=C(SC1)CNS(=O)C(C)(C)C